FC1=C(C(=CC=C1C)F)CNC1CCN(CC1)C N-[(2,6-difluoro-3-methylphenyl)methyl]1-methylpiperidin-4-amine